1-(4-(Naphthalen-1-ylmethoxy)benzyl)-5-nitro-1H-imidazole C1(=CC=CC2=CC=CC=C12)COC1=CC=C(CN2C=NC=C2[N+](=O)[O-])C=C1